COC(C[C@H]1OC(C[C@H]([C@@H]1OC(C)=O)O)O)=O ((2R,3S,4R)-3-acetoxy-4,6-dihydroxytetrahydro-2H-pyran-2-yl)acetic acid methyl ester